5-fluoro-N-hydroxy-6-((1-(pyridin-3-yl)cyclopropyl)amino)nicotinamide FC=1C(=NC=C(C(=O)NO)C1)NC1(CC1)C=1C=NC=CC1